ClC1=CC(=C(N=N1)C(=O)NC([2H])([2H])[2H])NC1=C(C(=CC=C1)C=1N=C(OC1)C)OC 6-chloro-4-((2-methoxy-3-(2-methyloxazol-4-yl)phenyl)amino)-N-(methyl-d3)pyridazine-3-carboxamide